C(C)(C)(CC)[SiH](CCC)CCC tert-amyl-dipropyl-silane